N-2-propynyl-[p-(trifluoromethyl)phenyl]amine C(C#C)NC1=CC=C(C=C1)C(F)(F)F